FC1([C@H](C=2C(=CN(C2CC1)C=1C=CC(=C(C#N)C1)F)S(=O)(=O)C)O)F (S)-5-(5,5-difluoro-4-hydroxy-3-(methylsulfonyl)-4,5,6,7-tetrahydro-1H-indol-1-yl)-2-fluoroBenzonitrile